β,β,4-trifluoro-2-(trifluoromethyl)-benzenepropanoic acid FC(CC(=O)O)(C1=C(C=C(C=C1)F)C(F)(F)F)F